C(#N)C=1C(=NC(=NC1)N[C@H]1CN(CC1)C1=NN2C(C=CC(=C2)NC(C=C)=O)=N1)OC (R)-N-(2-(3-((5-cyano-4-methoxypyrimidin-2-yl)amino)pyrrolidin-1-yl)-[1,2,4]triazolo[1,5-a]pyridin-6-yl)acrylamide